FC1=C(C(=O)NC2=CC(=CC=C2)NC2=NC(=NC=C2F)NC2=CC=C(C=C2)OCCOC)C(=C(C(=C1F)F)F)S(=O)(=O)C 2,3,4,5-tetrafluoro-N-(3-((5-fluoro-2-((4-(2-methoxyethoxy)phenyl)amino)pyrimidin-4-yl)amino)phenyl)-6-(methylsulfonyl)benzamide